3-(5-((1r,4r)-5-(2-((3r,5r,7r)-adamantan-1-yl)ethyl)-2,5-diazabicyclo[2.2.1]heptan-2-yl)-2-methyl-4-oxoquinazolin-3(4H)-yl)piperidine-2,6-dione C12(CC3CC(CC(C1)C3)C2)CCN2[C@H]3CN([C@@H](C2)C3)C3=C2C(N(C(=NC2=CC=C3)C)C3C(NC(CC3)=O)=O)=O